ClC1=C(C=CC=C1Cl)C1=CC=C(C=C1)C=O 2',3'-dichloro-[1,1'-biphenyl]-4-carbaldehyde